COC1=NC=C(C(=N1)OC)C=1C=C(C=2N(N1)C=CN2)[C@@H]2[C@H](C2)C=2C=C(C(=O)O)C=CC2 3-((1S,2S)-2-(6-(2,4-dimethoxypyrimidin-5-yl)imidazo[1,2-b]pyridazin-8-yl)cyclopropyl)benzoic acid